C(C)(C)(C)OC(=O)N1CC2(CC1)CCN(CC2)C2=NC=C(C=N2)F tert-Butyl-8-(5-fluoropyrimidin-2-yl)-2,8-diazaspiro[4.5]decane-2-carboxylate